CC1=NC(=CC(C1OCC)=O)OCC 2-methyl-3,6-diethoxypyridin-4-one